{7-[(R)-1-methyl-2-(2,3,4,5-tetrahydro-1H-2-benzazepin-2-yl)ethylamino]-2-aza-2-spiro[3.5]nonyl}(3-hydroxy-4-tolyl)methanone C[C@H](CN1CC2=C(CCC1)C=CC=C2)NC2CCC1(CN(C1)C(=O)C1=C(C=C(C=C1)C)O)CC2